2-(4-(2-Hydroxyethyl)piperazin-1-yl)ethyl (R)-5-(1,2-dithiolan-3-yl)pentanoate S1S[C@@H](CC1)CCCCC(=O)OCCN1CCN(CC1)CCO